triethylene glycol e-bis-(3-t-butyl-4-hydroxy-5-methylphenyl)propionate C(C)(C)(C)C=1C=C(C=C(C1O)C)C(C(=O)OCCOCCOCCO)(C)C1=CC(=C(C(=C1)C)O)C(C)(C)C